2-Chloro-5-((3R,7R)-3,7-dimethyl-10-oxo-9-(1-(5-(trifluoromethyl)pyrazin-2-yl)ethyl)-1,2,3,4,7,8,9,10-octahydropyrido[4',3':3,4]pyrazolo[1,5-a]pyrazine-2-carbonyl)benzonitrile ClC1=C(C#N)C=C(C=C1)C(=O)N1CC=2C(=NN3C2C(N(C[C@H]3C)C(C)C3=NC=C(N=C3)C(F)(F)F)=O)C[C@H]1C